O1C=CC2=C1C=CC(=C2)S(=O)(=O)N2CC=1CN(CC1C2)C(=O)C2=COC=C2 2-(1-Benzofuran-5-sulfonyl)-5-(furan-3-carbonyl)-1H,2H,3H,4H,5H,6H-pyrrolo[3,4-c]pyrrole